4-Aminobenzeneboronic acid pinacol ester NC1=CC=C(C=C1)B1OC(C)(C)C(C)(C)O1